C(C)(C)(C)OC(=O)N(C/C=C/C(=O)OCCOCCOC)CCCCN1C2=C(CCC3=C1C=CC=C3)C=CC(=C2)Cl 2-(2-methoxy-ethoxy)-ethyl (E)-4-{tert-butoxycarbonyl-[4-(3-chloro-10,11-dihydro-dibenzo[b,f]azepin-5-yl)-butyl]-amino}but-2-enoate